C(#N)C1=C2C=C(N=C(C2=CC=C1)C(=O)N[C@@H]1CC[C@H](CC1)N)N1C=NC=C1 5-cyano-3-(imidazol-1-yl)-N-[(trans)-4-aminocyclohexyl]isoquinoline-1-carboxamide